Decan-1,10-diyl dioctyl bis((2-(bis(3-aminopropyl)amino)ethyl)-phosphonate) tetrahydrochloride Cl.Cl.Cl.Cl.NCCCN(CCP(OCCCCCCCCCCOP(OCCCCCCCC)(=O)CCN(CCCN)CCCN)(OCCCCCCCC)=O)CCCN